BrC=1C=C2C(=NC1)N=C(N2C[C@H]2OCC2)CCl (S)-6-bromo-2-(chloromethyl)-1-(oxetan-2-ylmethyl)-1H-imidazo[4,5-b]pyridine